L-galactose bromide [Br-].O=C[C@@H](O)[C@H](O)[C@H](O)[C@@H](O)CO